ClC=1C=C(C=CC1F)NC(=O)C=1C=2CC[C@@H](C2C(=CC1)F)NC(=O)C1CC1 (S)-N-(3-chloro-4-fluorophenyl)-1-(cyclopropanecarboxamido)-7-fluoro-2,3-dihydro-1H-indene-4-carboxamide